disodium methanedisulfonate C(S(=O)(=O)[O-])S(=O)(=O)[O-].[Na+].[Na+]